N-(3-(dimethylamino)benzyl)-N-(3-methoxybenzyl)-3-(2-(2-morpholinoethoxy)ethoxy)aniline CN(C=1C=C(CN(C2=CC(=CC=C2)OCCOCCN2CCOCC2)CC2=CC(=CC=C2)OC)C=CC1)C